N-(2-trifluoromethylbenzenesulfonyloxy)diphenylmaleimide FC(C1=C(C=CC=C1)S(=O)(=O)ON1C(C(=C(C1=O)C1=CC=CC=C1)C1=CC=CC=C1)=O)(F)F